C1(=CC=CC=C1)C(C1=CC=CC=C1)(C1=CC=CC=C1)S(=O)N Triphenylmethyl-sulfinamide